N=1N2C(=C(C1)C1=CC=3C(=NC=C(C3)C(=O)NC=3C(=NC=C(C3)NC(=O)C3CN(CC3(C)C)C)C)N1)CCC2 2-(5,6-dihydro-4H-pyrrolo[1,2-b]pyrazol-3-yl)-N-(2-methyl-5-(1,4,4-trimethylpyrrolidine-3-carboxamido)pyridin-3-yl)-1H-pyrrolo[2,3-b]pyridine-5-carboxamide